ClC=1C=CC2=C(CCC=3C(=NC=CC3)C2=C2CCN(CC2)C[C@H]([C@H](CC2=CC=CC=C2)NC(=O)C=2N=C(OC2C(F)(F)F)C2=CC=CC=C2)O)C1 N-((2S,3R)-4-(4-(8-chloro-5,6-dihydro-11H-benzo[5,6]cyclohepta[1,2-b]pyridin-11-ylidene)piperidin-1-yl)-3-hydroxy-1-phenylbutan-2-yl)-2-phenyl-5-(trifluoromethyl)oxazole-4-carboxamide